BrC1=CC(=C(C=C1)NC(CC1=CC(=CC=C1)C(F)(F)F)=S)I N-(4-bromo-2-iodophenyl)-2-(3-(trifluoromethyl)phenyl)thioacetamide